C(C)(C)(C)OC(=O)N1C[C@H]([C@@H](CC1)NC(=O)OCC1=CC=CC=C1)O |r| racemic-(3R,4R)-4-(((benzyloxy)carbonyl)amino)-3-hydroxypiperidine-1-carboxylic acid tert-butyl ester